ClC1=CN(C=2N=C(N=C(C21)OCC)NC2=C1C=NN(C1=CC=C2)CC(F)F)COCC[Si](C)(C)C 5-chloro-N-[1-(2,2-difluoroethyl)indazol-4-yl]-4-ethoxy-7-(2-trimethylsilylethoxymethyl)pyrrolo[2,3-d]pyrimidin-2-amine